3-oxoazetidine-1-carboxamide citrate C(CC(O)(C(=O)O)CC(=O)O)(=O)O.O=C1CN(C1)C(=O)N